O.N1C=NC=2NC=NC2C1=O 1,9-dihydro-6H-purin-6-one monohydrate